((5-aminopentyl)amino)-2-(2,6-dioxopiperidin-3-yl)isoindoline-1,3-dione NCCCCCNC1=C2C(N(C(C2=CC=C1)=O)C1C(NC(CC1)=O)=O)=O